(1S)-1-[3-(5-bromo-2-pyridinyl)pyrazin-2-yl]ethanamine BrC=1C=CC(=NC1)C=1C(=NC=CN1)[C@H](C)N